2-[1-(3-bromo-5-fluorophenyl)pyrazol-4-yl]propanoic acid BrC=1C=C(C=C(C1)F)N1N=CC(=C1)C(C(=O)O)C